4'-Chloroisobutyrophenone ClC1=CC=C(C=C1)C(C(C)C)=O